N[C@H]1CN(CC1)C=1C=C(C=CC1)CS(=O)(=O)NC1=CC=C(C=C1)C1=CC2=C(N=CN=C2N2CCOCC2)N1 (R)-1-(3-(3-aminopyrrolidin-1-yl)phenyl)-N-(4-(4-morpholino-7H-pyrrolo[2,3-d]pyrimidin-6-yl)phenyl)methanesulfonamide